2-hydroxy-4-isopropyl-2,3,4,6,7,8-hexahydro-5H-chromen-5-one OC1OC=2CCCC(C2C(C1)C(C)C)=O